CN1C2=C(C=CC(=C2)[N+](=O)[O-])C(=O)OC1=O 1-methyl-7-nitroisatoic anhydride